C(C(C)C)OCC=1C(=CC=CC1)COCC(C)C α,α'-diisobutoxy-o-xylene